2,3-bis(methoxycarbonyl)-1-methoxy-4-methylsulfonyloxybenzene COC(=O)C1=C(C=CC(=C1C(=O)OC)OS(=O)(=O)C)OC